C(CCC)OC(=C)C=1C=C(C=C2C(NC(=NC12)N1CC2=CC=CC=C2C1)=O)C 8-(1-butoxyvinyl)-2-isoindolin-2-yl-6-methyl-3H-quinazolin-4-one